FC=1C=CC(=C(C1)C1=NOC2=C1[C@H](N(C2=O)C2CCOCC2)C2=CC=C(C=C2)C(F)(F)F)O |r| rac-3-(5-fluoro-2-hydroxyphenyl)-5-(tetrahydro-2H-pyran-4-yl)-4-(4-(trifluoromethyl)phenyl)-4,5-dihydro-6H-pyrrolo[3,4-d]isoxazol-6-one